C(C1=CC=CC=C1)OC1=CC=C(C=C1)C(CC(=O)O)C#CC 3-(4-(benzyloxy)phenyl)hex-4-ynoic acid